ClC=1C(N(C=CC1Cl)C1=CC=C(C=C1)N1N=CC(=C1C(F)(F)F)C(=O)N1CCCC1)=O 3,4-dichloro-1-(4-(4-(pyrrolidine-1-carbonyl)-5-(trifluoromethyl)-1H-pyrazol-1-yl)phenyl)pyridin-2(1H)-one